C1(=CC=CC=C1)S(=O)(=O)OC1=C(C=CC=C1)NC(=O)NC1=CC(=CC=C1)OS(=O)(=O)CC N-[2-(benzenesulfonyloxy)phenyl]-N'-[3-(ethanesulfonyloxy)phenyl]urea